C(C)(C)(C)OC(=O)N1C2=C(OC(C1)C(=O)O)C=CC=C2 4-(tert-butoxycarbonyl)-3,4-dihydro-2H-benzo[b][1,4]oxazine-2-carboxylic acid